Cl.C(C)OC([C@@H](C[C@@H](CC1=CC=C(C=C1)C1=CC=CC=C1)N)C)=O (2r,4s)-4-amino-5-biphenyl-4-yl-2-methylpentanoic acid ethyl ester hydrochloride